(5r,8r)-1-oxo-2-(prop-2-yl)-2-azaspiro[4.5]Decane-8-carboxylic acid hydrazide O=C1N(CCC12CCC(CC2)C(=O)NN)C(C)C